(3-chlorophenyl){(3E)-3-[3-(3-chlorophenyl)prop-2-yn-1-ylidene]-2,2-dimethylpyrrolidin-1-yl}methanone ClC=1C=C(C=CC1)C(=O)N1C(/C(/CC1)=C/C#CC1=CC(=CC=C1)Cl)(C)C